fluoromethylthiobenzoate FCOC(C1=CC=CC=C1)=S